2-tert-butylsulfonylpyridine-4-carboxylic acid C(C)(C)(C)S(=O)(=O)C1=NC=CC(=C1)C(=O)O